5-Bromo-2-fluoro-3-hydroxybenzamide BrC=1C=C(C(=C(C(=O)N)C1)F)O